BrC1=CC=C2C(N(C(=NC2=C1)CCN1C(C2=CC=C(C=C2C1=O)O)=O)CCC1=CC(=C(C=C1)OC)OC)=O 2-(2-{7-Bromo-3-[2-(3,4-dimethoxyphenyl)ethyl]-4-oxo-3,4-dihydroquinazolin-2-yl}ethyl)-5-hydroxy-2,3-dihydro-1H-isoindole-1,3-dione